(2-(di(thiophene-2-yl)methyl)-6-methoxybenzofuran-3-yl)diphenyl-phosphine oxide S1C(=CC=C1)C(C=1OC2=C(C1P(C1=CC=CC=C1)(C1=CC=CC=C1)=O)C=CC(=C2)OC)C=2SC=CC2